2-amino-N-(2-((2-(dimethylamino)-2-oxoethyl)(methyl)amino)ethyl)-2-methylpropanamide NC(C(=O)NCCN(C)CC(=O)N(C)C)(C)C